ethoxy-2,4-diaminoazobenzene C(C)OC1=C(C=CC=C1)N=NC1=C(C=C(C=C1)N)N